BrC1=CC(=CC(=C1)S(=O)(=O)C)Br 1,3-dibromo-5-(methylsulfonyl)benzene